((6-(ethyl(4-tert-butyldiphenylsilyloxybutyl)-amino)undecane-1,11-diyl)bis(sulfanediyl))-bis(octane-1,2-diyl) bis(3-cyclohexylpropanoate) C1(CCCCC1)CCC(=O)OC(CSCCCCCC(CCCCCSCC(CCCCCC)OC(CCC1CCCCC1)=O)N(CCCCO[Si](C1=CC=CC=C1)(C1=CC=CC=C1)C(C)(C)C)CC)CCCCCC